CC(=CC(=O)N)C di-methylacrylamide